NC1=C(C=CC=C1)B(O)O.NC1=CC=C(C=C1)B(O)O 4-aminophenylboronic acid, 2-aminophenylboronic acid salt